(3-{[2-(4-Chlorophenyl)imidazo[1,2-a]pyridin-3-yl]methyl}-3,8-diazabicyclo[3.2.1]oct-8-yl)(5-methyl-1,3-thiazol-2-yl)methanone ClC1=CC=C(C=C1)C=1N=C2N(C=CC=C2)C1CN1CC2CCC(C1)N2C(=O)C=2SC(=CN2)C